3-[1-(methanesulfonyl)propyl]-1H-indole CS(=O)(=O)C(CC)C1=CNC2=CC=CC=C12